FC1=C(C(=C(C(=C1[B-](C1=C(C(=C(C(=C1F)F)F)F)F)(C1=C(C(=C(C(=C1F)F)F)F)F)C1=C(C(=C(C(=C1F)F)F)F)F)F)F)F)F.C(C)OC(C(C)[S+](C1=CC2=CC=CC=C2C=C1)C)=O (2-ethoxy-1-methyl-2-oxoethyl)methyl-2-naphthalenylsulfonium tetrakis(pentafluorophenyl)borate